NC\C=C(\CN1N=NC2=C1C=C(C=C2C=2C=C(C=CC2)S(=O)(=O)NC2CC2)C(=O)N2CCCC2)/F (Z)-3-(1-(4-amino-2-fluoro-but-2-en-1-yl)-6-(pyrrolidine-1-carbonyl)-1H-benzo[d][1,2,3]triazol-4-yl)-N-cyclopropylbenzenesulfonamide